CC=1N=C(C=2N(C1)C=C(N2)NC(OC(C)(C)C)=O)C2=CN=NN2 tert-butyl N-[6-methyl-8-(1H-triazol-5-yl)imidazo[1,2-a]pyrazin-2-yl]carbamate